FC(C(C(C(F)(F)F)(F)F)(F)F)(N(C(C(F)F)(F)F)C(C(C(C(F)(F)F)(F)F)(F)F)(F)F)F 1,1,2,2,3,3,4,4,4-Nonafluoro-N-(1,1,2,2,3,3,4,4,4-nonafluorobutyl)-N-(1,1,2,2-tetrafluoroethyl)butan-1-amine